O[C@H]1C[C@@H](CCC1)N1C(C2(C3=C1N=C(N=C3)NC=3C(=NNC3)CSC)CC2)=O 7'-((1R,3R)-3-hydroxycyclohexyl)-2'-((3-((methylthio)methyl)-1H-pyrazol-4-yl)amino)spiro[cyclopropane-1,5'-pyrrolo[2,3-d]pyrimidin]-6'(7'H)-one